IC1=C(NC2=NC=C(C=C21)C=2C(=NOC2C)C)C 4-(3-iodo-2-methyl-1H-pyrrolo[2,3-b]pyridin-5-yl)-3,5-dimethylisoxazole